N1(CCCCC1)S(=O)(=O)C=1C=C2C(=CN(C2=CC1)C(C(=O)O)C)C(C)C 2-(5-(piperidin-1-ylsulfonyl)-3-(isopropyl)-1H-indol-1-yl)propanoic acid